(+/-)-N-{[5-(4-{[(3R,4S)-3-fluoro-1-methylpiperidin-4-yl]amino}-1-(2,2,2-trifluoroethyl)-1H-indol-2-yl)-1,3,4-oxadiazol-2-yl]methyl}benzamide F[C@@H]1CN(CC[C@@H]1NC1=C2C=C(N(C2=CC=C1)CC(F)(F)F)C1=NN=C(O1)CNC(C1=CC=CC=C1)=O)C |r|